6-(4-acetamido-3-cyano-phenyl)-N-methyl-N-[(2-methyl-3-pyridinyl)methyl]pyridine-3-carboxamide C(C)(=O)NC1=C(C=C(C=C1)C1=CC=C(C=N1)C(=O)N(CC=1C(=NC=CC1)C)C)C#N